methyl (S)-7-((5,5-dioxidodibenzo[b,d]thiophene-2-carbonyl)glycyl)-1,4-dioxa-7-azaspiro[4.4]nonane-8-carboxylate O=S1(C2=C(C3=C1C=CC=C3)C=C(C=C2)C(=O)NCC(=O)N2CC3(OCCO3)C[C@H]2C(=O)OC)=O